C(C)(C)(C)NC1=NC=2N(C(=N1)C=1OC=CC1)N=CC2C(O)C2=C(C=CC=C2)F (2-(tert-butylamino)-4-(furan-2-yl)pyrazolo[1,5-a][1,3,5]triazin-8-yl)(2-fluorophenyl)methanol